5-hexenyl-diethyl-chlorosilane C(CCCC=C)[Si](Cl)(CC)CC